boronic acid neopentyl ester C(C(C)(C)C)OBO